5-((tert-butoxycarbonyl)amino)thiophene-2-carboxylic acid C(C)(C)(C)OC(=O)NC1=CC=C(S1)C(=O)O